NC=1C(=NN(C1)C1CCC(CC1)CO)C(F)F [(1r,4r)-4-[4-amino-3-(difluoromethyl)pyrazol-1-yl]cyclohexyl]methanol